C(C1=CC=CC=C1)O[C@@H]1[C@H](CO[C@@H]([C@@H]1OCC1=CC=CC=C1)COCC1=CC=CC=C1)NC[C@@H](COC)O (S)-1-(((3S,4R,5R,6R)-4,5-bis(benzyloxy)-6-((benzyloxy)methyl)tetrahydro-2H-pyran-3-yl)amino)-3-methoxypropan-2-ol